C(C1=CC=CC=C1)OCC1CC(C1)(C#N)C1=CC(=CC(=C1)F)Br 3-((benzyloxy)methyl)-1-(3-bromo-5-fluorophenyl)cyclobutane-1-carbonitrile